C1(CC1)C([C@@H](C(=O)NC1=C(C=C(C=C1)[C@@H](C(=O)N(CC(F)(F)F)C)C)F)NC(=O)C=1C(=NOC1)CC)C1CC1 N-((S)-1,1-dicyclopropyl-3-((2-fluoro-4-((S)-1-(methyl(2,2,2-trifluoroethyl)amino)-1-oxopropan-2-yl)phenyl)amino)-3-oxopropan-2-yl)-3-ethylisoxazole-4-carboxamide